BrCCCCCCCC(=O)OCCCCCCCCCCCCCCC Pentadecyl 8-bromooctanoate